7-(1-methyl-1H-pyrazol-4-yl)quinazolin-4-amine CN1N=CC(=C1)C1=CC=C2C(=NC=NC2=C1)N